N-[3-Chloro-4-[[1-[2-(dimethylamino)acetyl]pyrrolidin-3-yl]carbamoyl]phenyl]-5-(2,3-difluoro-4-methoxyphenyl)-1-methylimidazol-2-carboxamid ClC=1C=C(C=CC1C(NC1CN(CC1)C(CN(C)C)=O)=O)NC(=O)C=1N(C(=CN1)C1=C(C(=C(C=C1)OC)F)F)C